ClCCC(=O)NC1=C(C=CC(=C1)NC1=CC=CC=C1)C1=CC=CC=C1 3-chloro-N-(4-(phenylamino)biphenyl-2-yl)propionamide